CC1=CC=C(C=C1)S(=O)(=O)O.CC1=CC=C(C=C1)S(=O)(=O)O.COCC1(CCN(CC1)CC1(CCC1)C(=O)O)CN[C@H]1[C@@H](C1)C1=CC=CC=C1 {[4-(methoxymethyl)-4-({[(1R,2S)-2-phenylcyclopropyl]amino}methyl)piperidin-1-yl]methyl}cyclobutanecarboxylic acid bis(4-methylbenzenesulfonate)